cyclohex-1-ene-1-formaldehyde C1(=CCCCC1)C=O